C(C)C1(OC2=C(C(N1)=O)C=C(C=C2)[N+](=O)[O-])CC 2,2-diethyl-6-nitro-2H-benzo[e][1,3]oxazin-4(3H)-one